C(C)(C)(C)OC(N(C)CC1=CN=C2N1C=C(C=C2)C2=C(C=C(C=C2)F)OCCC=2C(=NN(C2C)C)C(C)O)=O tert-butyl((6-(4-fluoro-2-(2-(3-(1-hydroxyethyl)-1,5-dimethyl-1H-pyrazol-4-yl)ethoxy)phenyl)imidazo[1,2-a]pyridin-3-yl)methyl)(methyl)carbamate